4-(3-butenyl)-1,3-dioxolane C(CC=C)C1OCOC1